tert-Butyl (3R)-3-{[5-(5-chloro-2-fluorophenyl)-1-trityl-1H-indazol-3-yl]carbamoyl}piperidine-1-carboxylate ClC=1C=CC(=C(C1)C=1C=C2C(=NN(C2=CC1)C(C1=CC=CC=C1)(C1=CC=CC=C1)C1=CC=CC=C1)NC(=O)[C@H]1CN(CCC1)C(=O)OC(C)(C)C)F